CC=1C=CC2=C(N=C(O2)C=2C=C(C=CC2)NC(CC2=C(C=CC=C2)Br)=O)C1 N-(3-(5-methylbenzo[d]oxazol-2-yl)phenyl)-2-(2-bromophenyl)acetamide